Cl.NCC1=CC=C(S1)C(CSC1=NC(=NC2=CC=C(C=C12)N1CCOCC1)C)=O 1-(5-(aminomethyl)thiophen-2-yl)-2-((2-methyl-6-morpholinoquinazolin-4-yl)thio)ethan-1-one hydrochloride